tert-butyl 4-(aminomethyl)-2,2,6,6-tetradeuterio-piperidine-1-carboxylate NCC1CC(N(C(C1)([2H])[2H])C(=O)OC(C)(C)C)([2H])[2H]